O1C=CC2=C1C=CC(=C2)CSC2=NN=C1N2C(=CC(N1)=O)CCC 3-[(1-benzofuran-5-ylmethyl)sulfanyl]-5-propyl[1,2,4]triazolo[4,3-a]pyrimidin-7(8H)-one